5-(2-((5,6-difluoro-2,3-dihydro-1H-inden-2-yl)(methyl)amino)pyrimidin-5-yl)-1,3,4-oxadiazol-2(3H)-one FC=1C=C2CC(CC2=CC1F)N(C1=NC=C(C=N1)C1=NNC(O1)=O)C